CS(=O)(=O)CCC1CCN(CC1)C(=O)OC(C)(C)C tert-Butyl 4-(2-(methylsulfonyl)ethyl)piperidine-1-carboxylate